P(OC(C=C)=O)([O-])[O-] acrylyl phosphite